C(C)C1=NOC(=C1)C(=O)NC(C(C(=O)O)(C)CO)CC (3-ethylisoxazole-5-carbonylamino)-2-hydroxymethyl-2-methylpentanoic Acid